tert-butyl (S)-3-((4,5-dihydro-1H-benzo[d][1,3]diazepin-2-yl)thio)pyrrolidine-1-carboxylate N1C(=NCCC2=C1C=CC=C2)S[C@@H]2CN(CC2)C(=O)OC(C)(C)C